ClC1=C(C=C2C(C(NC2=C1)=O)=C(C1=C(C=NC=C1)OC)O)C1=CC=C(C=C1)C1(CC1)CO 6-chloro-3-[hydroxy-(3-methoxy-4-pyridyl)methylene]-5-[4-[1-(hydroxymethyl)cyclopropyl]phenyl]indolin-2-one